OC1=C(C(=O)NCC(CNC(C2=C(C=C(C=C2)O)O)=O)(C)CNC(C2=C(C=C(C=C2)O)O)=O)C=CC(=C1)O N-[3-[(2,4-dihydroxybenzoyl)amino]-2-[[(2,4-dihydroxybenzoyl)amino]methyl]-2-methyl-propyl]-2,4-dihydroxy-benzamide